C1(CCCCC1)NC1=NC(=NC=C1)C#N 4-(Cyclohexylamino)pyrimidine-2-carbonitrile